6-amino-3-bromo-2-(4-fluorophenyl)isonicotinic acid NC=1N=C(C(=C(C(=O)O)C1)Br)C1=CC=C(C=C1)F